(R)-2-(diethylamino)-1-(4-(2-(4-isopropyl-5-(8-methoxy-[1,2,4]triazolo[1,5-a]pyridin-6-yl)-1H-pyrazol-3-yl)thiazol-5-yl)-3-methylpiperazin-1-yl)ethan-1-one C(C)N(CC(=O)N1C[C@H](N(CC1)C1=CN=C(S1)C1=NNC(=C1C(C)C)C=1C=C(C=2N(C1)N=CN2)OC)C)CC